C1(=CC=CC=C1)C=1C=C2CN(CC2=CC1)C(=O)[C@H]1N(CCC1)C#N (S)-2-(5-phenylisoindoline-2-carbonyl)pyrrolidine-1-carbonitrile